5-(3-(2,2-difluoroethyl)-2-methyl-3H-imidazo[4,5-b]pyridin-5-yl)-N2-((3R,4S)-3-fluoro-1-(oxetan-3-yl)piperidin-4-yl)-N4-methyl-7H-pyrrolo[2,3-d]pyrimidine-2,4-diamine FC(CN1C(=NC=2C1=NC(=CC2)C2=CNC=1N=C(N=C(C12)NC)N[C@@H]1[C@@H](CN(CC1)C1COC1)F)C)F